N-(1-cyclopropyl-6-fluoro-2-(4-trifluoromethylphenyl)-5-benzimidazolyl)-5-(4-carboxyphenyl)-1,3,4-thiadiazol-2-amine C1(CC1)N1C(=NC2=C1C=C(C(=C2)NC=2SC(=NN2)C2=CC=C(C=C2)C(=O)O)F)C2=CC=C(C=C2)C(F)(F)F